1-((3,3-Difluorocyclopentyl)methyl)-3-(difluoromethoxy)-4-(trifluoromethyl)-1H-pyrazole FC1(CC(CC1)CN1N=C(C(=C1)C(F)(F)F)OC(F)F)F